BrC1=C(OCCO)C=C(C=C1F)Br 2-(2,5-Dibromo-3-fluorophenoxy)ethan-1-ol